2,3-dichloro-4-(4,4,5,5-tetramethyl-1,3,2-dioxaborolan-2-yl)pyridine ClC1=NC=CC(=C1Cl)B1OC(C(O1)(C)C)(C)C